3-amino-4-(7-fluoro-1H-indazol-4-yl)-6-propoxy-1H-1,7-phenanthrolin-2-one NC=1C(NC2=C3C=CC=NC3=C(C=C2C1C1=C2C=NNC2=C(C=C1)F)OCCC)=O